4-((3S)-1-(1-([1,3]dioxolo[4',5':4,5]benzo[1,2-d]thiazol-6-ylamino)-1-oxopropan-2-yl)-4,4-difluoropiperidin-3-yl)pyridine 1-oxide O1COC2=CC3=C(N=C(S3)NC(C(C)N3C[C@@H](C(CC3)(F)F)C3=CC=[N+](C=C3)[O-])=O)C=C21